benzoimidazole-5-carboxylic acid [2-(2-acetylamino-ethoxy)-ethyl]-amide C(C)(=O)NCCOCCNC(=O)C1=CC2=C(N=CN2)C=C1